2-ethylbutyl ((((1R,2R,4S)-3-oxo-1-azabicyclo[2.2.1]heptan-2-yl)methoxy)(phenoxy)phosphoryl)-L-alaninate O=C1[C@H](N2CC[C@H]1C2)COP(=O)(OC2=CC=CC=C2)N[C@@H](C)C(=O)OCC(CC)CC